COC(C1=C(C=C(C=C1S)Br)F)=O 4-bromo-2-fluoro-6-sulfanyl-benzoic acid methyl ester